C=C(C(=O)[O-])CC1=CC(=C(C(=C1)C(C)(C)C)O)C(C)(C)C methylen-3-(3',5'-di-t-butyl-4'-hydroxyphenyl)propionat